(2S,3S,4S,5R)-3-(4-fluoro-2-methoxy-3-methylphenyl)-4,5-dimethyl-5-(trifluoromethyl)tetrahydrofuran-2-carboxylic acid FC1=C(C(=C(C=C1)[C@H]1[C@H](O[C@]([C@H]1C)(C(F)(F)F)C)C(=O)O)OC)C